2,4,6-trimethyl-3-cyclohexene-1-methanol CC1C(C(CC(=C1)C)C)CO